C(CCOC1=C(C=C(C=C1C)F)C=1C(=C(C=C(C1)C(C)(CC(C)(C)C)C)N1C2=CC(=CC=C2C=2C=CC(=CC12)[Ge](C)(C)C)[Ge](C)(C)C)O)OC1=C(C=C(C=C1C)F)C=1C(=C(C=C(C1)C(C)(CC(C)(C)C)C)N1C2=CC(=CC=C2C=2C=CC(=CC12)[Ge](C)(C)C)[Ge](C)(C)C)O 2',2'''-(propane-1,3-diylbis(oxy))bis(3-(2,7-bis(trimethylgermyl)-9H-carbazol-9-yl)-5'-fluoro-3'-methyl-5-(2,4,4-trimethylpentan-2-yl)-[1,1'-biphenyl]-2-ol)